C(C)(C)(C)[Si](C)(C)OC1=CC(=C(C(=C1)SCC1=CC=C(C=C1)OC)C)Cl tert-butyl-(3-chloro-5-((4-methoxybenzyl)thio)-4-methylphenoxy)dimethylsilane